5-(2,3-dimethyl-3H-imidazo[4,5-b]pyridin-5-yl)-N-(trans-3-(2-methoxyethoxy)cyclobutyl)pyrrolo[2,1-f][1,2,4]triazin-2-amine CC1=NC=2C(=NC(=CC2)C=2C=CN3N=C(N=CC32)N[C@@H]3C[C@H](C3)OCCOC)N1C